O1C(=CC=C1)C=C1C(N(C(N(C1=O)C1=CC=C(C=C1)OC)(C)C)C1=CC=C(C=C1)OC)=O 5-((furan-2-yl)methylene)-dihydro-1,3-bis(4-methoxyphenyl)-2,2-dimethylpyrimidine-4,6(1H,5H)-dione